ClC1N(CCC2(C1)C(NC1=CC=CC=C12)=O)[C@@H](COC=1C=C2CCC(N(C2=CC1)C)=O)C chloro-1'-[(2R)-1-[(1-methyl-2-oxo-1,2,3,4-tetrahydroquinolin-6-yl)oxy]propan-2-yl]-1,2-dihydrospiro[indole-3,4'-piperidin]-2-one